C1(=CC=CC=C1)C1CN(CCC1)C=1N=C(SC1)NC(OC(C)(C)C)=O tert-butyl (4-(3-phenylpiperidin-1-yl)thiazol-2-yl)carbamate